C(C)OC1=CC=CC2=CC3=C(C=CC=C3C(=C12)CN)OCC 1,5-diethoxy-9-anthracenemethylamine